C[C@@H]1N(CCN(C1)C)[C@@H](C(=O)NC=1C=CC=C2C(=CNC12)C1=NC(=NC=C1C)NC1=C(C(=CC=C1)S(=O)(=O)C)F)C (R)-2-((S)-2,4-dimethylpiperazin-1-yl)-N-(3-(2-((2-fluoro-3-(methylsulfonyl)phenyl)amino)-5-methyl-pyrimidin-4-yl)-1H-indol-7-yl)propanamide